N-((5-chloro-6-((5-(trifluoromethyl)isoxazol-3-yl)methoxy)-1H-indol-2-yl)methyl)-1-methylcyclopropane-1-carboxamide ClC=1C=C2C=C(NC2=CC1OCC1=NOC(=C1)C(F)(F)F)CNC(=O)C1(CC1)C